C(CCC)OC1=CC(C1=C(C#N)C#N)=O 2-butoxy-3-(dicyanomethylene)-4-oxocyclobut-1-ene